(E)-2-(4-(3-(1H-pyrazol-4-yl)styryl)pyrimidin-2-yl)-5-methoxyisoindoline N1N=CC(=C1)C=1C=C(/C=C/C2=NC(=NC=C2)N2CC3=CC=C(C=C3C2)OC)C=CC1